aluminum Water O.[Al]